C(C)OC(OCC)[SiH2]C1=CC(=CC=C1)C(=C)C diethoxymethyl-(3-isopropenylphenyl)silane